FC1=C(C#N)C=CC(=C1)OCC(=O)N1CCC2(CC1)CCC(CC2)N(C=2C1=C(N=CN2)NC=C1)C 2-fluoro-4-(2-(9-(methyl(7H-pyrrolo[2,3-d]pyrimidin-4-yl)amino)-3-azaspiro[5.5]undecan-3-yl)-2-oxoethoxy)benzonitrile